(E)-3-(dimethylamino)-1-(4-ethoxyphenyl)-2-propen-1-one CN(/C=C/C(=O)C1=CC=C(C=C1)OCC)C